IC=1C=C2C(=NC1)N(C=N2)CC=2C=C1CCC(OC1=C(C2)OC)C=2N=C(SC2)C 4-(6-((6-iodo-3H-imidazo[4,5-b]pyridin-3-yl)methyl)-8-methoxychroman-2-yl)-2-methylthiazole